C1=C(C=CC2=CC=CC=C12)C1C(CCCC1)=O 2-(2-naphthyl)cyclohexanone